(1R,2S)-1,2-bis(2-((tetrahydro-2H-pyran-2-yl)oxy)ethoxy)cyclohexane O1C(CCCC1)OCCO[C@H]1[C@H](CCCC1)OCCOC1OCCCC1